4-(1H-benzo[d]imidazol-2-yl)morpholine N1C(=NC2=C1C=CC=C2)N2CCOCC2